ClC=1C(N(C(=CC1OCC1=NC=C(C=C1F)F)C)C1=CC(=NC=C1C)C(=O)O)=O 3-chloro-4-((3,5-difluoropyridin-2-yl)methoxy)-5',6-dimethyl-2-oxo-2H-[1,4'-bipyridyl]-2'-carboxylic acid